BrC1=C(C=C2C=NN(C2=C1)C=1C=NN(C1)C1=NC=C(C=N1)F)Cl 6-bromo-5-chloro-1-(1-(5-fluoropyrimidin-2-yl)-1H-pyrazol-4-yl)-1H-indazole